C(C)(C)(C)N1CCC(CC1)N1N=NC(=C1)[C@H](C1=C(N=CS1)C)NC=1C=C2C(=C(C=NC2=C(C1)Cl)C#N)N[C@H](C)C1=CC=CC=C1 6-(((R)-(1-(1-(tert-butyl)piperidin-4-yl)-1H-1,2,3-triazol-4-yl)(4-methylthiazol-5-yl)methyl)amino)-8-chloro-4-(((R)-1-phenylethyl)amino)quinoline-3-carbonitrile